[Li].C1(=CC=CC=C1)P(O)(=O)C(C1=C(C=C(C=C1C)C)C)=O phenyl-2,4,6-trimethylbenzoylphosphinic acid Lithium